10-(propan-2-yl)-8,14-dioxa-4,10,19,20-tetraazatetracyclo[13.5.2.12,6.018,21]tricosa-1(20),2,4,6(23),15,17,21-heptaen-9-one CC(C)N1C(OCC=2C=NC=C(C3=NNC4=CC=C(OCCC1)C=C34)C2)=O